C(C1=CC=CC=C1)OC=1C=C2CCNC(C2=CC1OC)\C=C\C1=CC2=C(OCO2)C=C1C 6-(benzyloxy)-7-methoxy-1-[(E)-2-(6-methyl-2H-1,3-benzodioxol-5-yl)ethenyl]-1,2,3,4-tetrahydroisoquinoline